1,1-dimethyl-3-butyl-4-aminoindan CC1(CC(C2=C(C=CC=C12)N)CCCC)C